(S)-benzyl 2-((((9H-fluoren-9-yl)methoxy)carbonyl)amino)-6-aminohexanoate C1=CC=CC=2C3=CC=CC=C3C(C12)COC(=O)N[C@H](C(=O)OCC1=CC=CC=C1)CCCCN